2-(3-methylbutyl)-capric acid CC(CCC(C(O)=O)CCCCCCCC)C